ClC=1N=C(C2=C(N1)SC=C2)O 2-chlorothieno[2,3-d]pyrimidin-4-ol